COC(=O)C1(CC1)NC(=O)C=1C=2C[C@H]3[C@@H](C2N(N1)C1=C(C=C(C=C1)F)F)C3 1-{[(1aS,5aS)-2-(2,4-Difluoro-phenyl)-1a,2,5,5a-tetrahydro-1H-2,3-diaza-cyclopropa[a]pentalene-4-carbonyl]-amino}-cyclopropanecarboxylic acid methyl ester